CC1=C(C(=O)NC2CS(C2)=O)C=CC=C1 2-methyl-N-(cis-1-oxido-3-thietanyl)benzamide